OCCNC1=NC(=NC(=N1)NCCO)NC1=CC=C(C=C1)C(\C=C\C1=CC=C(C=C1)F)=O (E)-1-[4-[[4,6-Bis(2-hydroxyethylamino)-1,3,5-triazin-2-yl]amino]phenyl]-3-(4-fluorophenyl)prop-2-en-1-one